O1[O+](SC=2COC=CC21)[O-] dioxathiolo[4,5-c]pyran 2-oxide